Cl[Si]1(CC[Si](CC1)(C)Cl)Cl 1,1,4-trichloro-4-methyl-1,4-disilacyclohexane